COC(C(C(C#C)C)CC1=CC=CC=C1)=O 3-methyl-2-benzyl-4-pentynoic acid methyl ester